BrC=1C=CC2=C(NC=N2)C1 6-bromo-1H-benzimidazole